N1=CN=C(C2=CC=C3C(=C12)C=CC=C3)N BENZO[H]QUINAZOLIN-4-AMINE